NC1=NC=C(C=C1C(=O)N[C@@H]1[C@H](CCC1)OCC1=CC=C(C=C1)C=1C=C2CC[C@@H](C2=CC1)N1CCN(CC1)CCO)C=1C=NN(C1)C 2-amino-N-{(1S,2S)-2-[(4-{(1S)-1-[4-(2-hydroxyethyl)piperazin-1-yl]-2,3-dihydro-1H-inden-5-yl}phenyl)methoxy]cyclopentyl}-5-(1-methyl-1H-pyrazol-4-yl)pyridine-3-carboxamide